CN1CC(NC2=CC=CC(=C12)C1CCN(CC1)C(=O)OC(C)(C)C)=O tert-butyl 4-(4-methyl-2-oxo-1,3-dihydroquinoxalin-5-yl)piperidine-1-carboxylate